N-(3-cyano-5-(cyclohexylmethyl)-4,5,6,7-tetrahydrothieno[3,2-c]pyridin-2-yl)-2-(3-methoxy-4-sulfamoylphenyl)acetamide C(#N)C1=C(SC2=C1CN(CC2)CC2CCCCC2)NC(CC2=CC(=C(C=C2)S(N)(=O)=O)OC)=O